4-(2,4-difluorophenyl)pteridine-6-carboxylic acid FC1=C(C=CC(=C1)F)C1=NC=NC2=NC=C(N=C12)C(=O)O